6-[[5-cyclopropyl-3-(trifluoromethyl)pyrazol-1-yl]methyl]-2-(3,4-dichlorophenyl)-1-ethyl-4-oxo-pyridine-3-carboxylic acid C1(CC1)C1=CC(=NN1CC1=CC(C(=C(N1CC)C1=CC(=C(C=C1)Cl)Cl)C(=O)O)=O)C(F)(F)F